NC=1C(=CC=C2CN(C(C12)=O)C1C(NC(CC1)=O)=O)Br 3-(7-amino-6-bromo-1-oxo-isoindolin-2-yl)piperidine-2,6-dione